N-(1-(3,4-dichlorobenzyl)-2,3-diketoindol-5-yl)-3-fluorobenzamide ClC=1C=C(CN2C(C(C3=CC(=CC=C23)NC(C2=CC(=CC=C2)F)=O)=O)=O)C=CC1Cl